[N+](=O)([O-])C(=C)[N+](=O)[O-] 2,2-Dinitroethene